L-3-methyl-2-oxobutanoic acid CC(C(C(=O)O)=O)C